2-(methyl((3-vinyl-5,6,7,8-tetrahydroimidazo[1,5-a]pyrazin-1-yl)methyl)amino)acetonitrile CN(CC#N)CC=1N=C(N2C1CNCC2)C=C